OC1(CN(CCOC1)C(=O)OC(C)(C)C)C([2H])([2H])[2H] Tert-butyl 6-hydroxy-6-(methyl-d3)-1,4-oxazepane-4-carboxylate